p-methoxymethyl-amphetamine COCC1=CC=C(CC(N)C)C=C1